8-((5-Bromo-2-((5-methoxy-2-methyl-4-(4-(4-methylpiperazin-1-yl)piperidin-1-yl)phenyl)Amino)pyrimidin-4-yl)amino)-1,2,3,4-tetrahydronaphthalen-1-ol Methyl-2-amino-but-3-enoate CC(C(=O)OC1CCCC2=CC=CC(=C12)NC1=NC(=NC=C1Br)NC1=C(C=C(C(=C1)OC)N1CCC(CC1)N1CCN(CC1)C)C)(C=C)N